FCCOC[C@H](CC(C)C)NC(=O)C1=NC=C(C=C1)N1CCCC1 N-[(2S)-1-(2-fluoroethoxy)-4-methylpentan-2-yl]-5-(pyrrolidin-1-yl)pyridine-2-carboxamide